3-(2-thienyl)aniline S1C(=CC=C1)C=1C=C(N)C=CC1